O1C(=CC=C1)CCC=1OC=CC1 1,2-di(furan-2-yl)ethane